C(C)C1CC2=C(C3=CC=C(C=C3C(=C2CC1)OC1=CC=CC=C1)Cl)OC(C=C)=O 2-ethyl-6-chloro-9-acryloyloxy-10-phenoxy-1,2,3,4-tetrahydroanthracene